NC=1C=C(OC2=CC=C(C=C2)OC2=CC(=CC=C2)N)C=CC1 1,4-bis(3'-aminophenoxy)benzene